ClC=1C=CC(=C(C1)N1C[C@H](CC1)C(=O)N[C@H]1[C@H]2CC[C@@H](C1)N2C#N)C (3S)-1-(5-chloro-2-methylphenyl)-N-((1R,2R,4S)-7-cyano-7-azabicyclo[2.2.1]heptan-2-yl)-3-pyrrolidinecarboxamide